C(C)(C)(C)OC(=O)N1C[C@@H](CCC1)NC1=C2C(=NC=C1C=1SC(=CN1)C(=O)OCC)N(C=C2)S(=O)(=O)C2=CC=C(C)C=C2 ethyl (R)-2-(4-((1-(tert-butoxycarbonyl)piperidin-3-yl)amino)-1-tosyl-1H-pyrrolo[2,3-b]pyridin-5-yl)thiazole-5-carboxylate